amino-(1H-imidazol-2-yl)-methanesulfinic acid NC(S(=O)O)C=1NC=CN1